cyclopentyl(2-(4-ethylpiperazin-1-yl)-4,5-dihydro-1H-imidazol-1-yl)methanone C1(CCCC1)C(=O)N1C(=NCC1)N1CCN(CC1)CC